C(CCCCCCCCCCCCCC)C=1C=C(C=CC1)OC(OC1=CC(=CC=C1)CCCCCCCCCCCCCCC)=O di-(3-pentadecylphenyl)-carbonate